BrC1CC2(OCCO2)C=2C(=CC=C(C12)OC1=C(C#N)C=C(C=C1)F)SC(F)(F)F (3-bromo-7-(trifluoromethylthio)-2,3-dihydrospiro[indene-1,2'-[1,3]dioxolan]-4-oxy)-5-fluorobenzonitrile